Cl[Si](Cl)(Cl)CC1=CC(=CC=C1)C[Si](Cl)(Cl)Cl 1,3-bis(trichlorosilylmethyl)benzene